triethyl-silicon acetate C(C)(=O)[O-].C(C)[Si+](CC)CC